C(C)(C)(C)OC(=O)N1C[C@@H](CCC1)NC=1C2=C(N=CN1)NC=C2CC2CCC2 (R)-3-((5-(cyclobutylmethyl)-7H-pyrrolo[2,3-d]pyrimidin-4-yl)amino)piperidine-1-carboxylic acid tert-butyl ester